COC=1C=C(C=CC1OC)C1=CC=C(C2=CC=CC=C12)OCCN1CCOCC1 4-(2-(1-(3,4-dimethoxyphenyl)naphthalen-4-yloxy)ethyl)morpholine